O1CCN(CC1)CCNN 2-morpholinoethylhydrazine